[H+].C[N+](C)(C)C[C@@H](CC(=O)[O-])OC(=O)CCCCC(=O)[O-] O-adipoyl-L-carnitine